4-(4-((3S,4S,5R)-1-(dimethyl-D-seryl)-4-hydroxy-3,5-dimethylpiperidin-4-yl)-3-fluoro-5-methylphenyl)-1H-pyrrolo[2,3-b]pyridine-3-carbonitrile CN([C@H](CO)C(=O)N1C[C@@H](C([C@@H](C1)C)(O)C1=C(C=C(C=C1C)C1=C2C(=NC=C1)NC=C2C#N)F)C)C